2-(aminomethyl)-7-methoxy-[1,2,4]triazolo[1,5-c]quinazolin-5-amine NCC1=NN2C(=NC=3C(=CC=CC3C2=N1)OC)N